O=C1C2(CCC(C1=CC1=C(C=CC=C1)S(=O)(=O)O)C2(C)C)C (2-oxo-3-bornylidene-methyl)benzenesulfonic acid